methyl 2-chloro-6-((5-ethyl-4-iodopyridin-3-yl)oxy)benzoate ClC1=C(C(=O)OC)C(=CC=C1)OC=1C=NC=C(C1I)CC